C(C1=CC=CC=C1)C1CCN(CC1)[C@@H](CN(C(CC)=O)C1=CC=CC=C1)C (R)-N-(2-(4-benzylpiperidin-1-yl)propyl)-N-phenylpropionamide